C1(=CC=C(C=C1)OCC(=O)N(CC=1SC=CC1)C1=CC=NN1)C 2-(p-tolyloxy)-N-(1H-pyrazol-5-yl)-N-((thiophene-2-yl)methyl)acetamide